6-benzyl-3-(pyridin-3-ylmethyl)-2,3,4,6-tetrahydropyrido[3,4-c][1,8]naphthyridin-5(1H)-one C(C1=CC=CC=C1)N1C(C2=C(C=3C=CC=NC13)CCN(C2)CC=2C=NC=CC2)=O